N1(CCC[C@@H]2CCCC[C@H]12)[C@H](CO)C1=CC=CC=C1 (2S)-2-[(4aS,8aS)-3,4,4a,5,6,7,8,8a-octahydro-2H-quinolin-1-yl]-2-phenyl-ethanol